BrC1=C2C(=NC(=C1)N1[C@@H](COCC1)C)C(=NS2)C2=CC(=NN2C2OCCCC2)C (3R)-4-(7-bromo-3-(3-methyl-1-(tetrahydro-2H-pyran-2-yl)-1H-pyrazol-5-yl)isothiazolo[4,5-b]pyridin-5-yl)-3-methylmorpholine